4-(4-Fluoro-2-methyl-1H-indol-5-yloxy)-5-methylpyrrolo[2,1-f][1,2,4]triazin FC1=C2C=C(NC2=CC=C1OC1=NC=NN2C1=C(C=C2)C)C